2-(2-(6-oxaspiro[4.5]decan-9-yl)pyridin-3-yl)acetonitrile C1CCCC12OCCC(C2)C2=NC=CC=C2CC#N